CC=1OC2=C(C1C(=O)NC1CC3(COC3)C1)C=C(C=C2)OCC2=C(N=CS2)C 2-methyl-5-((4-methylthiazol-5-yl)methoxy)-N-(2-oxaspiro[3.3]heptan-6-yl)benzofuran-3-carboxamide